6-(((2S,6S)-2,6-dimethylmorpholino)methyl)-2-(3-(1-methyl-4-(4-methyl-4H-1,2,4-triazol-3-yl)-1H-pyrazol-5-yl)phenyl)-4-(trifluoromethyl)isoindolin-1-one C[C@@H]1O[C@H](CN(C1)CC1=CC(=C2CN(C(C2=C1)=O)C1=CC(=CC=C1)C1=C(C=NN1C)C1=NN=CN1C)C(F)(F)F)C